N1=C(N=CC=2C1=CSC2)C#N thieno[3,4-d]pyrimidine-2-carbonitrile